(7-(5-chloro-2-fluoropyridin-4-yl)pyrazolo[1,5-a]pyridin-3-yl)(piperidin-1-yl)methanone ClC=1C(=CC(=NC1)F)C1=CC=CC=2N1N=CC2C(=O)N2CCCCC2